3-({[3-amino-6-(2,6-difluorophenyl)pyrazin-2-yl]carbonyl}amino)-4-{(3S)-3-[(tert-butoxycarbonyl)amino]piperidin-1-yl}-6,7-dihydro-5H-cyclopenta[b]pyridin-7-yl acetate C(C)(=O)OC1CCC=2C1=NC=C(C2N2C[C@H](CCC2)NC(=O)OC(C)(C)C)NC(=O)C2=NC(=CN=C2N)C2=C(C=CC=C2F)F